2-(tert-butoxycarbonylamino)-4-[2-methoxyethyl-[4-(5,6,7,8-tetrahydro-1,8-naphthyridin-2-yl)butyl]amino]butanoic acid C(C)(C)(C)OC(=O)NC(C(=O)O)CCN(CCCCC1=NC=2NCCCC2C=C1)CCOC